ClC1=NC=CC(=C1F)N1N=NC=C1CO (1-(2-chloro-3-fluoropyridin-4-yl)-1H-1,2,3-triazol-5-yl)methanol